(S)-4-Bromo-5-((1-methoxy-3-(3-oxo-3-(4-(5-(trifluoromethyl)pyrimidin-2-yl)piperazin-1-yl)propoxy)propan-2-yl)oxy)pyridazin-3(2H)-one BrC=1C(NN=CC1O[C@@H](COC)COCCC(N1CCN(CC1)C1=NC=C(C=N1)C(F)(F)F)=O)=O